(1-((5-cyclohexylthiazol-2-yl)carbamoyl)azetidin-3-yl)carbamic acid tert-butyl ester C(C)(C)(C)OC(NC1CN(C1)C(NC=1SC(=CN1)C1CCCCC1)=O)=O